CN(C)C(C(O)(O)CC)C N,N-dimethylamino-ethylpropanediol